(2S)-2-[4-bromo-2-(1,1-difluoro-2-methylpropyl)phenoxy]propanoic acid BrC1=CC(=C(O[C@H](C(=O)O)C)C=C1)C(C(C)C)(F)F